tert-butyl 2-oxospiro[indan-1,4'-piperidine]-1'-carboxylate O=C1CC2=CC=CC=C2C12CCN(CC2)C(=O)OC(C)(C)C